(2R,3S,4R,5R,6S)-2-hydroxy-6-methyltetrahydro-2H-pyran-3,4,5-triyltripropionate O[C@@H]1O[C@H]([C@@H]([C@H]([C@@H]1CCC(=O)[O-])CCC(=O)[O-])CCC(=O)[O-])C